2-(6-fluoro-9-methyl-9H-carbazol-2-yl)-N-(4-fluorophenethyl)acetamide FC=1C=C2C=3C=CC(=CC3N(C2=CC1)C)CC(=O)NCCC1=CC=C(C=C1)F